8-[(1R)-1-aminoethyl]-6-fluoro-3-methyl-2-morpholino-quinazolin-4-one N[C@H](C)C=1C=C(C=C2C(N(C(=NC12)N1CCOCC1)C)=O)F